ClC1=CC=2N(C=C1)C(=CN2)C2=CC(=NC=N2)NCC2=CC=C(C=C2)C=2C=NN(C2)C 6-{7-chloroimidazo[1,2-a]pyridin-3-yl}-N-{[4-(1-methyl-1H-pyrazol-4-yl)phenyl]methyl}pyrimidin-4-amine